amino-l-3-methyl-benzenesulfonyl chloride NC1=C(C=CC=C1C)S(=O)(=O)Cl